1-(4-((2-(1,4-Diazepan-1-yl)-5-oxo-5,6-dihydropyrimido[4,5-d]pyridazin-4-yl)amino)phenyl)piperidin N1(CCNCCC1)C=1N=C(C2=C(C=NNC2=O)N1)NC1=CC=C(C=C1)N1CCCCC1